N-(azetidin-3-ylmethyl)-4-nitropyridin-2-amine hydrochloride Cl.N1CC(C1)CNC1=NC=CC(=C1)[N+](=O)[O-]